benzyl (3-fluoro-4-(6-(2-methyl-2H-tetrazol-5-yl)pyridin-3-yl) phenyl)carbamate FC=1C=C(C=CC1C=1C=NC(=CC1)C=1N=NN(N1)C)NC(OCC1=CC=CC=C1)=O